pyrrolidin-1-yl((1s,4s)-4-((5-(quinoxalin-6-yl)-7H-pyrrolo[2,3-d]pyrimidin-2-yl)amino)cyclohexyl)methanone N1(CCCC1)C(=O)C1CCC(CC1)NC=1N=CC2=C(N1)NC=C2C=2C=C1N=CC=NC1=CC2